4-[[4-[[(1S)-2-hydroxy-1-phenyl-ethyl]amino]-5-(1,2,4-oxadiazol-5-yl)pyrimidin-2-yl]amino]-N,N,2-trimethyl-benzamide OC[C@H](C1=CC=CC=C1)NC1=NC(=NC=C1C1=NC=NO1)NC1=CC(=C(C(=O)N(C)C)C=C1)C